C(C)SC1=NC(=CC(=C1C(=O)NCC1=CC(=CC=C1)F)C)N1CCC(CC1)=O 2-Ethylsulfanyl-N-[(3-fluorophenyl)-methyl]-4-methyl-6-(4-oxo-piperidin-1-yl)-pyridine-3-carboxylic acid amide